FC(N1C=NC2=C1C=CC(=C2)O)F 1-(difluoromethyl)-1H-benzo[d]imidazol-5-ol